FC(C1=NN(C=C1C(O)=NN)C)F 3-(difluoromethyl)-1-methyl-1H-pyrazole-4-carboxylic acid hydrazone